N1CCC(CC1)N1C=C2C=NNC(C2=CC1=O)=O 6-(piperidin-4-yl)-2,6-dihydropyrido[3,4-d]pyridazine-1,7-dione